ClCCCS(=O)(=O)N1CCC(CC1)NC=1N=CC2=C(N1)N(C(C=C2)=O)C2CCCC2 2-((1-((3-chloropropyl)sulfonyl)piperidin-4-yl)amino)-8-cyclopentylpyrido[2,3-d]-pyrimidin-7(8H)-one